(6aR,7R,10aS)-2-(2-methoxypyridin-4-yl)-7,10a-dimethyl-8-oxo-4-phenyl-5,6,6a,7,8,10a-hexahydrobenzo[h]quinazoline-9-carbonitrile COC1=NC=CC(=C1)C1=NC=2[C@]3([C@H](CCC2C(=N1)C1=CC=CC=C1)[C@H](C(C(=C3)C#N)=O)C)C